NCCN(S(=O)(=O)C1=C(C=CC=C1)[N+](=O)[O-])CC=1C=C(C=CC1N1[C@@H](CN(CC1)C(C1=C(C=C(C=C1)OCC)C(F)(F)F)=O)CC)C1=C(C=CC=C1)OCC (R)-N-(2-aminoethyl)-N-((2'-ethoxy-4-(4-(4-ethoxy-2-(trifluoromethyl)benzoyl)-2-ethylpiperazin-1-yl)-[1,1'-biphenyl]-3-yl)methyl)-2-nitrobenzenesulfonamide